(1-(5-bromo-4-cyano-7H-pyrrolo[2,3-d]pyrimidin-2-yl)-4-(2-fluorophenyl)piperidin-4-yl)carbamic acid tert-butyl ester C(C)(C)(C)OC(NC1(CCN(CC1)C=1N=C(C2=C(N1)NC=C2Br)C#N)C2=C(C=CC=C2)F)=O